CC1=C(C(=O)O)C=CC(=C1)C=1N=C(SC1)NC1=NC(=CC=C1)C 2-methyl-4-(2-((6-methylpyridin-2-yl)amino)thiazol-4-yl)benzoic acid